N[C@@H]1CN(C[C@H]1O)C1=NC(=CC(=C1)C=1C=C(C=CC1C)NC(=O)N1C[C@@H](CC1)CC(F)(F)F)N1CCOCC1 (3S)-N-(3-{2-[(3R,4R)-3-amino-4-hydroxypyrrolidin-1-yl]-6-(morpholin-4-yl)pyridin-4-yl}-4-methylphenyl)-3-(2,2,2-trifluoroethyl)pyrrolidine-1-carboxamide